COC([C@@H](CCCC1=CC=C(C=C1)OCCOCCOCC)O)=O (2R)-5-{4-[2-(2-ethoxyethoxy)ethoxy]phenyl}-2-hydroxyvaleric acid methyl ester